FC1=CC(=C(C=C1)NC1=CC(N(C2=CN=CC=C12)C)=O)C(F)(F)F 4-[[4-Fluoro-2-(trifluoromethyl)phenyl]amino]-1-methyl-1,2-dihydro-1,7-naphthyridin-2-one